(3-chloro-5-(trifluoromethyl)pyridin-2-yl)-5-(3,4-dimethyl-5-oxo-4,5-dihydro-1H-1,2,4-triazol-1-yl)-6-fluoro-benzothiazol-2(3H)-one ClC=1C(=NC=C(C1)C(F)(F)F)N1C(SC2=C1C=C(C(=C2)F)N2N=C(N(C2=O)C)C)=O